(S)-5-(2-fluorophenyl)-N-((S)-5-methyl-4-oxo-2,3,4,5-tetrahydrobenzo[b][1,4]oxazepin-3-yl)-6,7-dihydro-5H-pyrrolo[1,2-b][1,2,4]triazole-2-carboxamide FC1=C(C=CC=C1)[C@@H]1CCC=2N1N=C(N2)C(=O)N[C@@H]2C(N(C1=C(OC2)C=CC=C1)C)=O